(R)-ethyl 4-phenyl-3-hydroxybutyrate C1(=CC=CC=C1)C[C@H](CC(=O)OCC)O